(3-cyclobutoxy-3''-fluoro-2'-hydroxy-[1,1':3',1''-terphenyl]-4,4''-diyl)diacetic amide C1(CCC1)OC=1C=C(C=CC1CC(=O)N)C1=C(C(=CC=C1)C1=CC(=C(C=C1)CC(=O)N)F)O